OC1CC2(CCC1(CC2)NC(CC2=CC(=CC=C2)OC(F)(F)F)=O)NC(C)=O N-(3-hydroxy-4-{2-[3-(trifluoromethoxy)phenyl]acetamido}bicyclo[2.2.2]octan-1-yl)acetamide